(R*)-1-(10,11-dihydrobenzo-[6,7]oxepino[3,2-b]pyridin-11-yl)-N-methylmethanamine N1=C2C(=CC=C1)OC1=C(C[C@@H]2CNC)C=CC=C1 |o1:10|